N[C@H]1CN(CCC1)C(=O)C1=NN(C(=C1)C1=CC=C(C#N)C=C1)C=1C=CC2=C(N=C(S2)C)C1 (R)-4-(3-(3-Aminopiperidin-1-carbonyl)-1-(2-methylbenzo[d]thiazol-5-yl)-1H-pyrazol-5-yl)benzonitril